ClC1=C(N=C2C=3C(=NC(=NC13)SC)N(CCO2)[C@H](C)C=2C(=NC=CC2)N(CC2=CC=C(C=C2)OC)CC2=CC=C(C=C2)OC)Cl (R)-3-(1-(4,5-dichloro-2-(methylthio)-8,9-dihydro-10H-7-oxa-1,3,6,10-tetraazacyclohepta[de]naphthalen-10-yl)ethyl)-N,N-bis(4-methoxybenzyl)pyridin-2-amine